CN1N=CC2=C(C(=CC=C12)C=1NC2=CC=C(C=C2C1C(C)C)C1CCN(CC1)CC(=O)N(C)C)C 2-(4-(2-(1,4-dimethyl-1H-indazol-5-yl)-3-isopropyl-1H-indol-5-yl)piperidin-1-yl)-N,N-dimethylacetamide